ClC1=C(C=2C(=C3CC(C(CN3C2N=C1)F)N1C(CCC1)=O)C)C 1-(3-chloro-8-fluoro-4,5-dimethyl-6,7,8,9-tetrahydropyrido[3,2-b]indolizin-7-yl)-2-oxopyrrolidin